FC1=C(C#N)C=CC(=C1)C1=CC(=CC=2N1N=CN2)N2CCOCC2 2-fluoro-4-[7-(morpholin-4-yl)-[1,2,4]triazolo[1,5-a]pyridin-5-yl]benzonitrile